[2-[[1-(4-chlorophenyl) pyrazol-3-yl] oxymethyl] phenyl]-N-hydroxycarbamate ClC1=CC=C(C=C1)N1N=C(C=C1)OCC1=C(C=CC=C1)OC(NO)=O